C1(CC1)C1=C(C(=C2C(=N1)CCC2)NC(=O)N=[S@](=O)(N)C2=NN(C=C2F)C(C)C)C2CC2 |o1:16| (R) or (S)-N'-((2,3-dicyclopropyl-6,7-dihydro-5H-cyclopenta[b]pyridin-4-yl)carbamoyl)-4-fluoro-1-isopropyl-1H-pyrazole-3-sulfonimidamide